C1(CC1)C1=NC=CC(=N1)C=O 2-CYCLOPROPYLPYRIMIDINE-4-CARBALDEHYDE